O=C1NC(CCC1N1C(C2=CC=C(C=C2C1=O)N[C@@H]1CN(CCC1)CC1CCN(CC1)C1=CC=C(C=C1)[C@H]1[C@H](CCC2=CC(=CC=C12)O)C1=CC=CC=C1)=O)=O 2-(2,6-dioxopiperidin-3-yl)-5-(((S)-1-((1-(4-((1R,2S)-6-hydroxy-2-phenyl-1,2,3,4-tetrahydronaphthalen-1-yl)phenyl)piperidin-4-yl)methyl)piperidin-3-yl)amino)isoindoline-1,3-dione